3,3-dimethyl-aspartic acid CC([C@H](N)C(=O)O)(C(=O)O)C